C(C1=CC=CC=C1)OC1=C2C(=CN(C2=CC=C1)C)CCN(C(OC(C)(C)C)=O)CC(F)F tert-butyl (2-(4-(benzyloxy)-1-methyl-1H-indol-3-yl)ethyl)(2,2-difluoroethyl)carbamate